N1(CCOCC1)C1=CC=C(C=C1)NC1=NC=CC(=N1)C1=CC=C(C=C1)NC(C=CC)=O N-(4-(2-(4-morpholinylphenylamino)pyrimidin-4-yl)phenyl)-2-butenamide